[Si](C1=CC=CC=C1)(C1=CC=CC=C1)(C(C)(C)C)OC[C@]12CC(CN2CCC12CC2)=C (S)-7a'-(((tert-butyldiphenylsilyl)oxy)methyl)-6'-methylenehexahydrospiro[cyclopropane-1,1'-pyrrolizine]